C(#C)[C@H]1N(CCC(C1)=O)C(=O)OC(C)(C)C tert-butyl (2S)-2-ethynyl-4-oxo-piperidine-1-carboxylate